4-(1-carbamimidoyl-1,2,3,6-tetrahydropyridin-4-yl)-N-(4-(1-carbamimidoyl-1,2,3,6-tetrahydropyridin-4-yl)-3-fluorophenyl)-3-(trifluoromethyl)benzamide C(N)(=N)N1CCC(=CC1)C1=C(C=C(C(=O)NC2=CC(=C(C=C2)C=2CCN(CC2)C(N)=N)F)C=C1)C(F)(F)F